(4-(7-bromo-2-butyl-1H-imidazo[4,5-d]thieno[3,2-b]pyridin-1-yl)butyl)carbamic acid BrC1=CC2=NC=C3C(=C2S1)N(C(=N3)CCCC)CCCCNC(O)=O